OC1=C(C(=C2C(=N1)CN(C2)C(=O)OC(C)(C)C)O)C(=O)OC 6-tert-butyl O3-methyl 2,4-dihydroxy-5,7-dihydropyrrolo[3,4-b]pyridine-3,6-dicarboxylate